6-[bis[(2,4-dimethoxyphenyl)methyl]amino]-8-methyl-1,5-naphthyridine-3-carbaldehyde COC1=C(C=CC(=C1)OC)CN(C=1N=C2C=C(C=NC2=C(C1)C)C=O)CC1=C(C=C(C=C1)OC)OC